N1(CCNCCC1)C1=NC=C(C=N1)OC1=NC(=CC(=C1)CN1CCC(CC1)CNC(C)=O)C1=CC(=CC(=C1)Cl)Cl N-((1-((2-((2-(1,4-diazepan-1-yl)pyrimidin-5-yl)oxy)-6-(3,5-dichlorophenyl)pyridin-4-yl)methyl)piperidin-4-yl)methyl)acetamide